ClC=1C=C2C(=NC1OC)C(=C(N2C)C2=NNC(=N2)[C@H](COC)O)N2C=NC=C2 (R)-1-(3-(6-chloro-3-(1H-imidazol-1-yl)-5-methoxy-1-methyl-1H-pyrrolo[3,2-b]-pyridin-2-yl)-1H-1,2,4-triazol-5-yl)-2-methoxyethan-1-ol